4-(3-tert-butyl-4-hydroxyphenoxy)butanamide C(C)(C)(C)C=1C=C(OCCCC(=O)N)C=CC1O